C1CCC2=C(C=3CCCC3C=C12)NC(=O)NS(=O)(=O)N1CCN(CC1)C N-((1,2,3,5,6,7-hexahydro-s-indacen-4-yl)carbamoyl)-4-methylpiperazine-1-sulfonamide